C(C)(C)(C)OC(=O)N1C2CN(CC(C1)C2)C=2C=NC=CC2C2=CC(=C(C=C2)CNC(=O)OCC2=CC=CC=C2)C.C(#N)C2=CC=C(C=C2)[N+]2=COC1=C2C=CC=C1 N-(p-cyanophenyl)benzoxazolium tert-butyl-3-(4-(4-((((benzyloxy)carbonyl)amino)methyl)-3-methylphenyl)pyridin-3-yl)-3,6-diazabicyclo[3.2.1]octane-6-carboxylate